ClC1=NC(=CC(=C1)B1OC(C(O1)(C)C)(C)C)C1(COCC1)OC 2-chloro-6-(3-methoxytetrahydrofuran-3-yl)-4-(4,4,5,5-tetramethyl-1,3,2-dioxaborolan-2-yl)pyridine